CC1=CC=2N(N=C1N1CC=3C=C(C=NC3CC1)N1C[C@H](OCC1)C)C(C=CN2)=O (R)-8-methyl-7-(3-(2-methylmorpholino)-7,8-dihydro-1,6-naphthyridin-6(5H)-yl)-4H-pyrimido[1,2-b]pyridazin-4-one